ClCCC(=C(C1=CC=C(C=C1)O)C1=CC=C(C=C1)N1CCC(CC1)CN1CC2CCC(C1)N2C=2C=C1C(N(C(C1=CC2)=O)C2C(NC(CC2)=O)=O)=O)C2=CC=CC=C2 5-(3-((1-(4-(4-chloro-1-(4-hydroxyphenyl)-2-phenylbut-1-en-1-yl)phenyl)piperidin-4-yl)methyl)-3,8-diazabicyclo[3.2.1]octan-8-yl)-2-(2,6-dioxopiperidin-3-yl)isoindoline-1,3-dione